N1(CCCCC1)C(=O)OOS(=O)(=O)C(F)(F)F ((trifluoromethylsulfonyl) oxy) piperidine-1-carboxylate